C1(CC1)NC(C1=CC(=C(C=C1)C)C=1C=NN(C1)C=1N=C2N(C=C(C(=C2)OC)S(=O)(=O)C(C)(C)C)C1)=O N-cyclopropyl-3-{1-[7-methoxy-6-(2-methylpropane-2-sulfonyl)imidazo[1,2-a]pyridin-2-yl]-1H-pyrazol-4-yl}-4-methylbenzamide